1-(3-(3-(piperidine-1-carbonyl)pyrazolo[1,5-a]pyridin-7-yl)phenyl)urea N1(CCCCC1)C(=O)C=1C=NN2C1C=CC=C2C=2C=C(C=CC2)NC(=O)N